FC(C=1OC(=NN1)C=1C=NC(=CC1)CN1N=NC(=C1)C1=C(C=CC=C1)F)F 2-(difluoromethyl)-5-(6-((4-(2-fluorophenyl)-1H-1,2,3-triazol-1-yl)methyl)pyridin-3-yl)-1,3,4-oxadiazole